(R)-1-(3-fluorophenyl)-3-(isoquinolin-4-yl)-2-oxoimidazoline-4-carbonitrile FC=1C=C(C=CC1)N1C(N([C@H](C1)C#N)C1=CN=CC2=CC=CC=C12)=O